C(#N)C(CNC=1C(=CC=C2C=CC(=CC12)C1=CC=CC(=N1)C(=O)NC1CCCC1)OC)=C 6-[8-(2-cyanoallylamino)-7-methoxy-2-naphthyl]-N-cyclopentyl-pyridine-2-carboxamide